rel-N1-(2-(4-((2,6-dimethylmorpholino)methyl)piperidin-1-yl)-3-fluorophenyl)-N4,N4-dimethylbenzene-1,4-disulfonamide CC1OC(CN(C1)CC1CCN(CC1)C1=C(C=CC=C1F)NS(=O)(=O)C1=CC=C(C=C1)S(=O)(=O)N(C)C)C